acetoacetylphosphoric acid C(CC(=O)C)(=O)OP(O)(O)=O